N-(3,4-bis(neopentylamino)phenyl)pivalamide C(C(C)(C)C)NC=1C=C(C=CC1NCC(C)(C)C)NC(C(C)(C)C)=O